ClC1=C2C(=NC(=C1)N[C@H]1C[C@@H](CCC1)C#N)N(C=N2)C |r| (±)-(1R,3R)-3-[(7-chloro-3-methyl-imidazo[4,5-b]pyridin-5-yl)amino]cyclohexanecarbonitrile